C(#N)C1C2C=CC(C1)(C2(C)C)C 5-cyanobornene